3-((3-fluoro-4-methylphenyl)sulfonamido)-N-(5-methylpyridin-2-yl)benzamide FC=1C=C(C=CC1C)S(=O)(=O)NC=1C=C(C(=O)NC2=NC=C(C=C2)C)C=CC1